COC=1C=C2C(N(C=NC2=CC1OC)CC(=O)NNC1=CC=C(C=C1)Br)=O 2-(6,7-dimethoxy-4-oxoquinazolin-3(4H)-yl)-N'-(4-bromophenyl)acethydrazide